C1(CC1)C1=CC(=C(C=C1)NC1=CC(=NC=C1C(=O)NOCC)NC1=NN(C=C1)C)NS(=O)(=O)C 4-((4-cyclopropyl-2-(N-methylsulfonylamino)phenyl)amino)-N-ethoxy-6-((1-methyl-1H-pyrazol-3-yl)amino)nicotinamide